[O-]S(=O)(=O)C(F)(F)F.O1C(=NC2=C1C=CC=C2)C2=CC=[N+](C=C2)C2=CC=CC=C2 4-(benzoxazol-2-yl)-1-phenylpyridin-1-ium triflate